tert-butyl N-[(3R,4R)-4-fluoro-1-[6-[[1-[2-[2-(2-hydroxyethoxy)ethoxy]ethyl]-3-methoxy-pyrazol-4-yl]amino]-9-methyl-purin-2-yl]pyrrolidin-3-yl]carbamate F[C@H]1[C@@H](CN(C1)C1=NC(=C2N=CN(C2=N1)C)NC=1C(=NN(C1)CCOCCOCCO)OC)NC(OC(C)(C)C)=O